COC1=CC=C(CC2NCCC=3CCCCC23)C=C1 (4-methoxybenzyl)-1,2,3,4,5,6,7,8-octahydroisoquinoline